C(C1=CC=CC=C1)(=O)O[C@H]1[C@H](O[C@@H]([C@@H]([C@@H]1OC(C1=CC=CC=C1)=O)OC(C1=CC=CC=C1)=O)CO)SCC(C=C)O[Si](C)(C)C(C)(C)C (2R,3R,4S,5S,6R)-2-((2-((tert-butyldimethylsilyl)oxy)but-3-en-1-yl)thio)-6-(hydroxymethyl)tetrahydro-2H-pyran-3,4,5-triyl tribenzoate